2-amino-2-methyl-1,3-propanediol stearate C(CCCCCCCCCCCCCCCCC)(=O)OCC(CO)(C)N